CN1N=C(C2=CC=C(C=C12)[N+](=O)[O-])C 1,3-dimethyl-6-nitro-1H-indazole